C(#N)C=1C(=NC2=CC(=CC=C2C1)C1CC1)N1CC2(CN(C2)C(=O)OC(C)(C)C)CC1 tert-butyl 6-(3-cyano-7-cyclopropylquinolin-2-yl)-2,6-diazaspiro-[3.4]octane-2-carboxylate